OC1C(CC12CCN(CC2)C(=O)C2CCN(CC2)C(=O)N)C2N1C(C=3C=CC=CC23)=CN=C1 4-[3-Hydroxy-2-(5H-imidazo[1,5-b]isoindol-5-yl)-7-azaspiro[3.5]nonan-7-carbonyl]piperidin-1-carboxamid